C(C)C=1SC2=C(C1C1=C(C(C(C1(F)F)(F)F)(F)F)C1=C(SC3=C1C=CC=C3)CC)C=CC=C2 1,2-bis(2-ethyl-1-benzothiophene-3-yl)perfluorocyclopentene